OC1=CC=C(CC2=C(C(=CC(=C2O)CC2=CC=C(C=C2)O)CC2=CC=C(C=C2)O)O)C=C1 2,4,6-tris(4-hydroxybenzyl)-1,3-benzenediol